11-chloro-1-(difluoromethoxy)-6,7-dihydro-7,14-methanobenzo[f]pyrido[3',2':4,5]imidazo[1,2-a][1,4]diazocin-5(14H)-one ClC=1C=CC=2N=C3N(C4C5=C(C(NC3C4)=O)C=CC=C5OC(F)F)C2N1